[F].[Ca] calcium Fluorine